2-(2,4-difluorophenyl)-6-(piperazin-1-yl)-1-(pyrimidin-4-yl)-1H-1,3-benzodiazole FC1=C(C=CC(=C1)F)C1=NC2=C(N1C1=NC=NC=C1)C=C(C=C2)N2CCNCC2